C1(=CC=CC=C1)C1=NOC(=C1)C(=O)N[C@@H]1C[C@@H](C1)N1N=NC(=C1)CO 3-phenyl-N-[cis-3-[4-(hydroxymethyl)-1H-1,2,3-triazol-1-yl]cyclobutyl]isoxazole-5-carboxamide